FC=1C=C(C=CC1)N1C(C(CCC1)N(C=1C2=C(N=C(N1)C1=NC=CC(=C1)OCCOC1OCCCC1)CCC2)C)=O 1-(3-fluorophenyl)-3-[methyl(2-[4-[2-(oxan-2-yloxy)ethoxy]pyridin-2-yl]-5H,6H,7H-cyclopenta[d]pyrimidin-4-yl)amino]piperidin-2-one